FC(C=1C=CC(=NC1)N)(F)F 5-(trifluorometh-yl)pyridin-2-amine